OCC1=C(C=C(COC(C(CSCC(C(=O)ON2OCCO2)C)C)=O)C=C1)[N+](=O)[O-] 2,5-Dioxapyrrolidin-1-yl 3-((3-((4-(hydroxymethyl)-3-nitrobenzyl) oxy)-2-methyl-3-oxopropyl) thio)-2-methylpropionate